C(C1=CC=CC=C1)(=O)O[C@@H](C)C[C@H](C)OC(C1=CC=CC=C1)=O (2S,4S)-(+)-2,4-pentanediol dibenzoate